1-(2-((4-(4-((5-chloro-4-((2-(isopropylsulfonyl)phenyl)amino)pyrimidin-2-yl)amino)-5-isopropoxy-2-methylphenyl)piperidin-1-yl)methyl)phenyl)dihydropyrimidine-2,4(1H,3H)-dione ClC=1C(=NC(=NC1)NC1=CC(=C(C=C1OC(C)C)C1CCN(CC1)CC1=C(C=CC=C1)N1C(NC(CC1)=O)=O)C)NC1=C(C=CC=C1)S(=O)(=O)C(C)C